5-(Cyclopropylamino)-N-(3-(1-methyl-1H-pyrazol-4-yl)phenyl)pyrazolo[1,5-a]pyrimidine-3-carboxamide C1(CC1)NC1=NC=2N(C=C1)N=CC2C(=O)NC2=CC(=CC=C2)C=2C=NN(C2)C